N-(bis(4-(tributylsilyl)phenyl)phosphaneyl)-N,1-diphenyl-1-(2-(trifluoromethoxy)phenyl)phosphanamine C(CCC)[Si](C1=CC=C(C=C1)P(N(P(C1=C(C=CC=C1)OC(F)(F)F)C1=CC=CC=C1)C1=CC=CC=C1)C1=CC=C(C=C1)[Si](CCCC)(CCCC)CCCC)(CCCC)CCCC